3-(7-fluoro-5-methyl-1-oxo-1,2-dihydroisoquinolin-3-yl)propionic acid FC1=CC(=C2C=C(NC(C2=C1)=O)CCC(=O)O)C